3-(2-BROMo-3,4-DIHYDROXY-PHENYL)-N-(3,4,5-TRIHYDROXY-BENZYL)-THIOACRYLAMID BrC1=C(C=CC(=C1O)O)C=CC(=S)NCC1=CC(=C(C(=C1)O)O)O